5-fluoro-N-(4-methoxybenzyl)-6-methyl-N-(thiazol-4-yl)pyridine-2-sulfonamide FC=1C=CC(=NC1C)S(=O)(=O)N(C=1N=CSC1)CC1=CC=C(C=C1)OC